BrC=1C=CC=2N(C3=CC=C(C=C3OC2C1)Br)CCOCCN1CCOCC1 3,7-dibromo-10-(2-(2-morpholinoethoxy)ethyl)-10H-phenoxazine